FC1(CC(C1)(C)[C@@H](O)C1=CC=2C(=NC(=CC2)C2=CC=3C(N=C2)=NN(C3)C)S1)F (R)-(3,3-difluoro-1-methylcyclobutyl)(6-(2-methyl-2H-pyrazolo[3,4-b]pyridin-5-yl)thieno[2,3-b]pyridin-2-yl)methanol